BrC=1C(=CC=2N(C1)N=CN2)F 6-bromo-7-fluoro-[1,2,4]triazolo[1,5-a]pyridine